(E)-3-(2,2'-bithiophen-5-yl)-2-cyanoacrylate S1C(=CC=C1/C=C(/C(=O)[O-])\C#N)C=1SC=CC1